FC=1C=C2C(C(=CN3C2=C(C1F)OCC3C)CN([C@@H]3CN(CCC3)C=3C=NC=CC3)CC3=CC(=NC=C3)C)=O 9,10-difluoro-3-methyl-6-((((2-methylpyridin-4-yl)methyl)((S)-1-(pyridin-3-yl)piperidin-3-yl)amino)methyl)-2H-[1,4]oxazino[2,3,4-ij]quinolin-7(3H)-one